tert-butyl (2S,5R)-4-((4-cyclopropyloxazol-2-yl)(4-fluorophenyl) methyl)-2,5-dimethylpiperazine-1-carboxylate C1(CC1)C=1N=C(OC1)C(N1C[C@@H](N(C[C@H]1C)C(=O)OC(C)(C)C)C)C1=CC=C(C=C1)F